(6R*)-6-[(Dimethylamino)methyl]-N-[(3S)-9-fluoro-2-oxo-5-phenyl-1,3-dihydro-1,4-benzodiazepin-3-yl]-2-(2-fluorophenyl)-6,7-dihydro-5H-pyrazolo[5,1-b][1,3]oxazine-3-carboxamide CN(C)C[C@@H]1CN2C(OC1)=C(C(=N2)C2=C(C=CC=C2)F)C(=O)N[C@@H]2C(NC1=C(C(=N2)C2=CC=CC=C2)C=CC=C1F)=O |o1:4|